N-(2-(5-fluoro-1H-indol-3-yl)ethyl)-N-methylcyclobutaneamine FC=1C=C2C(=CNC2=CC1)CCN(C1CCC1)C